FC=1C=C(C=CC1)C=1C(=NN(C1C(=O)O)C=1SC(=C(N1)C1=CCC(CC1)C(F)(F)F)SC(C)C)C.NC(=O)N urea 4-(3-fluorophenyl)-1-(5-(isopropylthio)-4-(4-(trifluoromethyl)cyclohex-1-en-1-yl)thiazol-2-yl)-3-methyl-1H-pyrazole-5-carboxylate